C(C)N(CCC=1N=NC(=NN1)C)CC N,N-diethyl-2-(6-methyl-1,2,4,5-tetrazin-3-yl)ethan-1-amine